N1C(=NCC1)C1=NC=CC(=C1)Cl 2-(4,5-dihydro-1H-imidazol-2-yl)-4-chloropyridine